N1=CC(=CC=C1)NC(=O)C1=NC=NC(=C1)C1=CC(=C(C=C1)F)Cl 6-(3-Chloro-4-fluoro-phenyl)-pyrimidine-4-carboxylic acid pyridin-3-ylamide